Tributyl(tetradecyl)ammonium C(CCC)[N+](CCCCCCCCCCCCCC)(CCCC)CCCC